2-(4-(3-Chloropropoxy)phenyl)-5-hydroxy-4H-chromen-4-one ClCCCOC1=CC=C(C=C1)C=1OC2=CC=CC(=C2C(C1)=O)O